1-methyl-4-(oct-1-yn-1-yl)benzene CC1=CC=C(C=C1)C#CCCCCCC